(R)-5-(((4-(3-chloro-4-(2-chloro-3-((3-fluoro-6-(((2-hydroxyethyl)amino)methyl)pyridin-2-yl)amino)phenyl)pyridin-2-yl)-2-methoxybenzyl)amino)methyl)pyrrolidin-2-one ClC=1C(=NC=CC1C1=C(C(=CC=C1)NC1=NC(=CC=C1F)CNCCO)Cl)C1=CC(=C(CNC[C@H]2CCC(N2)=O)C=C1)OC